2,2'-methylenebis-4-aminophenol C1=CC(=C(C=C1N)CC2=C(C=CC(=C2)N)O)O